N,N,2,4-tetramethylaniline CC1=CC(=C(C=C1)N(C)C)C